ClC=1C=C2C(=NC1)N(C=C2C(C)(C)C#N)C(=O)OC(C)(C)C tert-Butyl 5-chloro-3-(2-cyanopropan-2-yl)-1H-pyrrolo[2,3-b]pyridine-1-carboxylate